2-(((S)-1-(7,7-difluoro-2-((S)-2-methylazetidin-1-yl)-6,7-dihydro-5H-cyclopenta[d]pyrimidin-4-yl)pyrrolidin-3-yl)oxy)-1-(piperazin-1-yl)ethan-1-one FC1(CCC2=C1N=C(N=C2N2C[C@H](CC2)OCC(=O)N2CCNCC2)N2[C@H](CC2)C)F